ClC=1N=NC(=C(N1)N(C)C)C1=C(C=C(C=C1)C(F)(F)F)OC 3-chloro-6-(2-methoxy-4-(trifluoromethyl)phenyl)-N,N-dimethyl-1,2,4-triazin-5-amine